3-bromo-9-ethyl-6,6-dimethyl-8-(1-methylpiperidin-4-yl)-5,6-dihydro-11H-benzo[b]carbazol BrC1=CC=C2C=3CC4=C(C(C3NC2=C1)(C)C)C=C(C(=C4)CC)C4CCN(CC4)C